NC[C@@H](CNS(=O)(=O)N1CC2=CC=C(C=C2CC1)Cl)C (S)-N-(3-amino-2-methylpropyl)-6-chloro-3,4-dihydroisoquinoline-2(1H)-sulfonamide